C(C)OC(=O)C=1C=C(C=CC1[N+](=O)[O-])C1[C@H](CN(CC1)C(=O)OC(C)(C)C)C tert-butyl (R)-4-(3-(ethoxycarbonyl)-4-nitrophenyl)-3-methylpiperidine-1-carboxylate